2-((6-cyclopropyl-8-(2-oxopyrrolidin-1-yl)imidazo[1,2-a]pyridin-2-yl)methyl)isoindoline-1,3-dione C1(CC1)C=1C=C(C=2N(C1)C=C(N2)CN2C(C1=CC=CC=C1C2=O)=O)N2C(CCC2)=O